9,9-bis(2-Carboxyethyl)fluorene C(=O)(O)CCC1(C2=CC=CC=C2C=2C=CC=CC12)CCC(=O)O